(S)-2-((7-((4-chlorobenzyl)oxy)-3,4-dihydroisoquinolin-2(1H)-yl)methyl)-1-((oxetan-2-yl)methyl)-1H-benzo[d]imidazole-6-carboxylic acid tert-butyl ester C(C)(C)(C)OC(=O)C=1C=CC2=C(N(C(=N2)CN2CC3=CC(=CC=C3CC2)OCC2=CC=C(C=C2)Cl)C[C@H]2OCC2)C1